CC(C(C)CC)CC(C)C 3,5-dimethyl-2-ethylhexane